ClC1=C(C=C(C(=C1)OCC)Cl)CCl 1,4-dichloro-2-chloromethyl-5-ethoxybenzene